CN(C(=O)C=1C=CC(=NC1)C=1C=C2C(=NN(C2=CC1)C)C(=O)NCC1=CC=C(C=C1)C(NC)=O)C 5-[5-(Dimethylcarbamoyl)pyridin-2-yl]-1-methyl-N-{[4-(methylcarbamoyl)phenyl]methyl}-1H-indazole-3-carboxamide